COC(C1=C(C=NC=C1)N[C@H](C)C1=CC=C(C=C1)F)=O (R)-3-((1-(4-fluorophenyl)ethyl)amino)isonicotinic acid methyl ester